NC=1C(=NC(=C(N1)F)C1=CC=C(C=C1)N1CCN(CC1)C1CCC1)C=1C=C2C(=CNC(C2=CC1)=O)C 6-(3-amino-6-(4-(4-cyclobutylpiperazin-1-yl)phenyl)-5-fluoropyrazin-2-yl)-4-methylisoquinolin-1(2H)-one